C(#N)C1=CC=C(C2=C1OCCO2)C2C(=C(NC1=C(C=NC(=C21)OCC)C)C)C(=O)O 4-(8-cyano-2,3-dihydrobenzo[b][1,4]dioxin-5-yl)-5-ethoxy-2,8-dimethyl-1,4-dihydro-1,6-naphthyridine-3-carboxylic acid